N-benzyl-methyl-aminoethyl-amine C(C1=CC=CC=C1)N(CCN)C